(3-amino-6-cyclopropyl-1H-pyrazolo[3,4-b]pyridin-1-yl)(tetrahydro-2H-pyran-3-yl)methanone NC1=NN(C2=NC(=CC=C21)C2CC2)C(=O)C2COCCC2